C1(CC1)S(=O)(=O)NC1=CC(=NC=C1)CNC(C1=CC=C(C=C1)C1=NC(=CN=C1)N1CCCC1)=O N-[(4-cyclopropanesulfonamidopyridin-2-yl)methyl]-4-[6-(pyrrolidin-1-yl)pyrazin-2-yl]benzamide